C(=CC1=CC=CC=C1)C1=NC2=CC=CC=C2C=C1 styryl-quinoline